ClC=1C=C(C=C2CNC(C12)=O)C1=NNC(SC1C)=O 5-(7-chloro-1-oxoisoindolin-5-yl)-6-methyl-3,6-dihydro-2H-1,3,4-thiadiazin-2-one